tert-Butyl 4-((5-bromopyrazin-2-yl)oxy)piperidine-1-carboxylate BrC=1N=CC(=NC1)OC1CCN(CC1)C(=O)OC(C)(C)C